5-Bromoindenone BrC=1C=C2C=CC(C2=CC1)=O